rac-(2R,3S,5R)-4-[[3-(3,4-Difluoro-2-methoxy-phenyl)-5-methyl-5-(trifluoromethyl)tetrahydrofuran-2-carbonyl]amino]pyridine-2-carboxamide FC=1C(=C(C=CC1F)[C@H]1[C@@H](O[C@](C1)(C(F)(F)F)C)C(=O)NC1=CC(=NC=C1)C(=O)N)OC |r|